C1N(CC12CNC2)C2=CC=C(C=N2)C2=NOC(=N2)C(F)(F)F 3-(6-(2,6-diazaspiro[3.3]heptan-2-yl)pyridin-3-yl)-5-(trifluoromethyl)-1,2,4-oxadiazole